[Cl-].[Cl-].ClC1=CC=C(C=C1)C(=[Zr+2](C1=CC=CC=2C3=CC=CC=C3CC12)C1C=CC=C1)C1=CC=C(C=C1)Cl di(p-chlorophenyl)methylene(cyclopentadienyl)(fluorenyl)zirconium dichloride